tert-butyl (2-((5-octylbenzo[d]oxazol-2-yl)amino)ethyl)carbamate C(CCCCCCC)C=1C=CC2=C(N=C(O2)NCCNC(OC(C)(C)C)=O)C1